[Cl-].C(CCCCCCCCCCCCCCCCC)[N+](CCC[Si](OC)(OC)C)(C)C octadecyldimethyl-[3-(methyl-dimethoxysilyl)propyl]ammonium chloride